RHENIUM-TUNGSTEN [W].[Re]